[K+].[K+].ICC(=O)[NH-].ICC(=O)[NH-] iodoacetamide, dipotassium salt